4-[4-cyano-2-({[(2'R,4S)-6-(1-methyl-1H-pyrazol-4-yl)-2,3-dihydrospiro[chromene-4,1'-cyclopropane]-2'-yl]Carbonyl}amino)phenyl]Butyric acid C(#N)C1=CC(=C(C=C1)CCCC(=O)O)NC(=O)[C@H]1[C@]2(C1)CCOC1=CC=C(C=C12)C=1C=NN(C1)C